C(C)(C)C=1C(=NNC1C=1C=C(C=2N(C1)N=CN2)OC)C2=CC=C(C=C2)C(C)(C)N(C)C 2-(4-(4-isopropyl-5-(8-methoxy-[1,2,4]triazolo[1,5-a]pyridin-6-yl)-1H-pyrazol-3-yl)phenyl)-N,N-dimethylpropan-2-amine